N-(2-chloro-4-fluorophenyl)-5-(2-chloro-5-(isobutyrylaminomethyl)benzoylamino)-1-ethyl-1H-indole-2-carboxamide ClC1=C(C=CC(=C1)F)NC(=O)C=1N(C2=CC=C(C=C2C1)NC(C1=C(C=CC(=C1)CNC(C(C)C)=O)Cl)=O)CC